CC1=CC=C(C(=O)OOC(C2=CC=C(C=C2)C)=O)C=C1 di(para-methylbenzoyl) peroxide